tert-butyl 4-(6-hydroxypyrazolo[1,5-a]pyrimidin-3-yl)piperidine-1-carboxylate OC=1C=NC=2N(C1)N=CC2C2CCN(CC2)C(=O)OC(C)(C)C